FC(C(=O)O)(F)F.COC1=CC=C(C=C1)C1\C(\C(NC1)=O)=C/C1=CC=C2C(=NNC2=C1)\C=C\C1=CC=NC=C1 (E)-4-(4-methoxyphenyl)-3-((3-((E)-2-(pyridin-4-yl)vinyl)-1H-indazol-6-yl)methylene)pyrrolidin-2-one trifluoroacetate